N-tert-butoxycarbonyl-O-tert-butyl-L-seryl-O-tert-butyl-L-serine methyl ester COC([C@@H](NC([C@@H](NC(=O)OC(C)(C)C)COC(C)(C)C)=O)COC(C)(C)C)=O